4-bromo-1-(2-chloro-4-nitrophenyl)-1H-pyrazole BrC=1C=NN(C1)C1=C(C=C(C=C1)[N+](=O)[O-])Cl